5-(benzhydrylideneamino)-4-(3-benzyloxy-2-methyl-phenyl)-1-ethyl-pyrrolo[2,3-b]pyridine-6-carbonitrile C(C1=CC=CC=C1)(C1=CC=CC=C1)=NC=1C(=C2C(=NC1C#N)N(C=C2)CC)C2=C(C(=CC=C2)OCC2=CC=CC=C2)C